(S)-5-(2-(chloromethyl)-1-(oxetan-2-ylmethyl)-1H-benzo[d]imidazol-5-yl)-2-methylthiazole ClCC1=NC2=C(N1C[C@H]1OCC1)C=CC(=C2)C2=CN=C(S2)C